1,4-dihydro-quinazoline dihydrochloride Cl.Cl.N1C=NCC2=CC=CC=C12